7-(8-Chloro-3-hydroxynaphthalen-1-yl)-4-(3,5-dimethyl-1H-pyrazol-4-yl)-2-(((2R,7aS)-2-fluorotetrahydro-1H-pyrrolizin-7a(5H)-yl)methoxy)-6,7-dihydropyrido[3,4-d]pyrimidin-8(5H)-one ClC=1C=CC=C2C=C(C=C(C12)N1C(C=2N=C(N=C(C2CC1)C=1C(=NNC1C)C)OC[C@]12CCCN2C[C@@H](C1)F)=O)O